[C@H]12COC[C@@H]2C1NC1=NN2C(C=N1)=C(C=C2)C2=CC=C1C(=N2)N(C(=N1)C)CC(F)F N-((1R,5S,6r)-3-Oxabicyclo[3.1.0]hexan-6-yl)-5-(3-(2,2-difluoroethyl)-2-methyl-3H-imidazo[4,5-b]pyridin-5-yl)pyrrolo[2,1-f][1,2,4]triazin-2-amine